(4-cyclopropyl-1H-imidazol-1-yl)-6-fluorobenzofuran-2-carbonyl chloride C1(CC1)C=1N=CN(C1)C1=C(OC2=C1C=CC(=C2)F)C(=O)Cl